CC(C(=O)O)C(C)SC(C1=CC=CC=C1)(C1=CC=CC=C1)C1=CC=CC=C1 methyl-3-(tritylthio)butanoic acid